C1=CC=CC=2C3=CC=CC=C3C(C12)[C@@H]1C(CN(CC1)CC=1C=C2CN(C(C2=CC1)=O)C1C(NC(CC1)=O)=O)(F)F 3-(5-(((R)-4-(9H-fluoren-9-yl)-3,3-difluoropiperidin-1-yl)methyl)-1-oxoisoindolin-2-yl)piperidine-2,6-dione